FC(CC1(CC1)C(=O)O)F 1-(2,2-difluoroethyl)cyclopropanecarboxylic acid